[Si](C1=CC=CC=C1)(C1=CC=CC=C1)(C(C)(C)C)O[C@@H]1CC(N(C1)C(C)C)=O (4R)-4-[tert-butyl(diphenyl)silyl]oxy-1-isopropyl-pyrrolidin-2-one